C(N)(=O)C=1C=C2C=CC=NC2=CC1OC 6-carbamoyl-7-methoxyquinoline